FC=1C=C(C=NC1)/C=C/C(=O)OC(C)(C)C tert-butyl (E)-3-(5-fluoro-3-pyridyl)prop-2-enoate